NC=1N(N=C2C1CN(CC2)C(=O)OC(C)(C)C)C2=CC(=C(C=C2)F)C tert-Butyl 3-amino-2-(4-fluoro-3-methylphenyl)-6,7-dihydro-4H-pyrazolo[4,3-c]pyridine-5-carboxylate